C(#N)C=1C=C2CCCC(C2=CC1)OC=1C=C2C(=NN(C2=CC1)C(=O)OC(C)(C)C)I tert-Butyl 5-((6-cyano-1,2,3,4-tetrahydronaphthalen-1-yl)oxy)-3-iodo-1H-indazole-1-carboxylate